4,7-dimethyl-6,7-dihydropyrazolo[1,5-a]pyrazine-5(4H)-carboxylate CC1C=2N(C(CN1C(=O)[O-])C)N=CC2